NCCN1N(C(C=2CN(CCC21)CC2=CC(=CC(=C2)F)F)=O)CC2=C(C(=O)N)C=C(C=C2)F 2-((1-(2-aminoethyl)-5-(3,5-difluorobenzyl)-3-oxo-1,3,4,5,6,7-hexahydro-2H-pyrazolo[4,3-c]pyridin-2-yl)methyl)-5-fluorobenzamide